C1=C(C=CC2=CC=CC=C12)OCCCCC(=O)NC1=C(C(=O)NC=2C=C(C(=O)O)C=CC2)C=CC=C1 3-(2-(5-(naphthalene-2-oxy)pentanoylamino)benzoylamino)benzoic acid